C(C)(C)OC1=CC=C(C=C1)C#CC1=C2C=C(N=CC2=C(N=C1)NC)NC(=O)C1CC1 N-(5-((4-isopropoxyphenyl)ethynyl)-8-(methylamino)-2,7-naphthyridin-3-yl)cyclopropanecarboxamide